6-[3-(3-chlorophenyl)pyrrolidine-1-carbonyl]-4H-1,4-benzoxazin-3-one ClC=1C=C(C=CC1)C1CN(CC1)C(=O)C=1C=CC2=C(NC(CO2)=O)C1